1-(5-(1-benzyl-1H-pyrazol-4-yl)-1-methyl-2-oxo-1,2-dihydropyridin-4-yl)-N-isopropyl-1H-pyrrole-3-carboxamide C(C1=CC=CC=C1)N1N=CC(=C1)C=1C(=CC(N(C1)C)=O)N1C=C(C=C1)C(=O)NC(C)C